5-chloro-2-(difluoromethyl)-N-((1r,4r)-4-((3-(2,6-difluorophenyl)-3-hydroxy-2-oxoindolin-1-yl)methyl)cyclohexyl)nicotinamide ClC=1C=NC(=C(C(=O)NC2CCC(CC2)CN2C(C(C3=CC=CC=C23)(O)C2=C(C=CC=C2F)F)=O)C1)C(F)F